2-((8-(3,3-bis(hydroxymethyl)azetidine-1-carbonyl)-2,3-dihydrobenzo[b][1,4]dioxin-5-yl)amino)-4-(isopropylamino)-7H-pyrrolo[2,3-d]pyrimidine-5-carbonitrile OCC1(CN(C1)C(=O)C1=CC=C(C2=C1OCCO2)NC=2N=C(C1=C(N2)NC=C1C#N)NC(C)C)CO